FC=1C=NC(=NC1)N1CCC(CC1)C(=O)N1CC2=C(CCC1)C=CC=C2 [1-(5-fluoropyrimidin-2-yl)-4-piperidyl]-(1,3,4,5-tetrahydro-2-benzazepin-2-yl)methanone